5-(2-Fluorobenzyl)-N-(6-(5-((4-hydroxy-4-methylpentyl)oxy)-2-methylphenyl)pyrimidin-4-yl)-4H-1,2,4-triazole-3-carboxamide FC1=C(CC=2NC(=NN2)C(=O)NC2=NC=NC(=C2)C2=C(C=CC(=C2)OCCCC(C)(C)O)C)C=CC=C1